racemic-N-(2-(4,4-difluoropiperidin-1-yl)-6-methylpyrimidin-4-yl)-4-((2-hydroxyethyl)sulfonamido)-2-(6-(methoxymethyl)-3-azabicyclo[4.1.0]heptan-3-yl)benzamide FC1(CCN(CC1)C1=NC(=CC(=N1)NC(C1=C(C=C(C=C1)NS(=O)(=O)CCO)N1CC2CC2(CC1)COC)=O)C)F